CN(S(=O)(=O)NC(C1=CC=CC=C1)=O)C(C)C N-[methyl(propan-2-yl)sulfamoyl]benzamide